N-Acetylcysteamin C(C)(=O)NCCS